N-(beta-aminoethyl)-3-aminopropyl-trimethoxysilane NCCNCCC[Si](OC)(OC)OC